N,N-dimethyl-5-(1H-1,2,4-triazole-1-ylmethyl)-1H-indole-3-ethylamine benzoate C(C1=CC=CC=C1)(=O)O.CN(CCC1=CNC2=CC=C(C=C12)CN1N=CN=C1)C